FC1=CC(=NC2=CC=CC=C12)C(F)(F)F 4-fluoro-2-(trifluoromethyl)quinoline